N12NCCC(C1C(=O)O)C2.ClC2=CC=1N(C=C2)N=CC1C1=CC=CC(=N1)N1CC2NC(C1)C2 3-(6-(5-chloropyrazolo[1,5-a]pyridin-3-yl)pyridin-2-yl)-3,6-diazabicyclo[3.1.1]heptane diazabicyclo[3.1.1]heptane-6-carboxylate